F[C@@H]1C[C@@H]2CCCN2C1 (2R,7aS)-2-fluorohexahydro-1H-pyrrolizin